2-(2-((S)-3-((S)-5,5-dimethyltetra-hydrofuran-2-yl)-1-(2-(6-methylpyridin-3-yl)propan-2-yl)pyrrolidin-3-yl)ethyl)-5-fluoropyridine CC1(CC[C@H](O1)[C@@]1(CN(CC1)C(C)(C)C=1C=NC(=CC1)C)CCC1=NC=C(C=C1)F)C